BrC1=CC=C(C(=C1)NC1(CC1)C(F)F)N 5-bromo-N1-(1-(difluoromethyl)cyclopropyl)benzene-1,2-diamine